C(C)(C)OC1=C(C=O)C=CC=C1 2-ISOPROPOXYBENZALDEHYDE